C(C)(C)C1=C(NC2=CC=C(C=C12)C1CCN(CC1)CC1=NN(C=N1)C)C=1C=C(C=2N(C1)N=NC2)C 6-(3-isopropyl-5-(1-((1-methyl-1H-1,2,4-triazol-3-yl)methyl)piperidin-4-yl)-1H-indol-2-yl)-4-methyl-[1,2,3]triazolo[1,5-a]pyridine